7-bromo-2-(4-chlorophenyl)[1,2,4]triazolo[1,5-c]quinazolin BrC1=CC=CC=2C=3N(C=NC12)N=C(N3)C3=CC=C(C=C3)Cl